N-(5-(6-(3,4-dimethoxyphenyl)pyrazin-2-yl)thiophen-3-yl)heptanamide COC=1C=C(C=CC1OC)C1=CN=CC(=N1)C1=CC(=CS1)NC(CCCCCC)=O